CC(C=1C=C(C=CC1)C(C)(C)N=C=O)(C)N=C=O Tetramethyl-m-Xylylendiisocyanat